N[C@@H]1CN(CCOC1)C=1C2=C(N=C(N1)OCC1(CC1)CN1CCOCC1)C(=C(N=C2)C2=CC(=CC1=CC=C(C(=C21)C#C)F)O)F 4-{4-[(6R)-6-amino-1,4-oxazepan-4-yl]-8-fluoro-2-{[1-(morpholin-4-ylmethyl)cyclopropyl]methoxy}pyrido[4,3-d]pyrimidin-7-yl}-5-ethynyl-6-fluoronaphthalen-2-ol